NC1=C2C(=NC=N1)N(N=C2C2=CC=C(C=C2)NC(=O)C=2C(N(N=C(C2)C(C)C)C2=NC=C(C=C2)F)=O)C2CCOCC2 N-(4-(4-Amino-1-(tetrahydro-2H-pyran-4-yl)-1H-pyrazolo[3,4-d]pyrimidin-3-yl)phenyl)-2-(5-fluoropyridin-2-yl)-6-isopropyl-3-oxo-2,3-dihydropyridazine-4-carboxamide